2-chloro-N-(5-methyl-1H-pyrazol-3-yl)pyrimidin-4-amine ClC1=NC=CC(=N1)NC1=NNC(=C1)C